(cyclopropylsulfonyl)-7-methoxy-1-(thiophen-3-yl)-1,4-dihydrochromeno[4,3-c]pyrazole-3-carboxylic acid C1(CC1)S(=O)(=O)C1OC=2C=C(C=CC2C=2N(N=C(C21)C(=O)O)C2=CSC=C2)OC